O1C(CCCC1)N1N=CC2=CC=C(C=C12)B(O)O (1-(tetrahydro-2H-pyran-2-yl)-1H-indazol-6-yl)boronic acid